5-Ethyl-3-(1-propyl-1H-pyrazol-4-yl)-4-oxo-4,5-dihydro-3H-pyrrolo[2,3-c]quinoline-1-carboxylic acid C(C)N1C(C2=C(C=3C=CC=CC13)C(=CN2C=2C=NN(C2)CCC)C(=O)O)=O